OC(CC(=O)O)C(CC)C 3-HYDROXY-4-METHYLHEXANOIC ACID